ClC=1C=C(C=NC1)[C@@H]1N(C[C@H](CC1)C)C(C(=O)NC=1C=C(C(=NC1)NC(OC(C)(C)C)=O)C)=O tert-Butyl N-[5-[[2-[(2R,5S)-2-(5-chloro-3-pyridyl)-5-methyl-1-piperidyl]-2-oxo-acetyl]amino]-3-methyl-2-pyridyl]carbamate